6-formyl-4-(4-methoxy-4-methylpiperidin-1-yl)-2-oxo-1,2-dihydro-1,7-naphthyridine-3-carbonitrile C(=O)C=1C=C2C(=C(C(NC2=CN1)=O)C#N)N1CCC(CC1)(C)OC